NC=1C=C(OC2=C(C=CC=C2)OC2=CC(=CC=C2)N)C=CC1 bis(3-aminophenoxy)benzene